1-(6-(4-(5-hydroxy-2-methylphenyl)-3,7,7-trimethyl-7,8-dihydro-5H-pyrano[4,3-b]pyridin-2-yl)-2,6-diazaspiro[3.4]octan-2-yl)-2-propen-1-one OC=1C=CC(=C(C1)C1=C2C(=NC(=C1C)N1CC3(CN(C3)C(C=C)=O)CC1)CC(OC2)(C)C)C